C1(=CC=CC=C1)N1C2CC(C1)C2 N-phenyl-2-azabicyclo[2.1.1]hexane